1,4,7,10-tetrazacyclododecane-1,4,7,10-tetraacetic acid N1(CCN(CCN(CCN(CC1)CC(=O)O)CC(=O)O)CC(=O)O)CC(=O)O